C1(CCCC1)N1C(=CC2=C1N=C(N=C2)NC2=NC=C(C=C2)N2CCC(CC2)N2CCN(CC2)CC2=CC(=CC=C2)N2C(NC(CC2)=O)=O)C(=O)N(C)C 7-cyclopentyl-2-((5-(4-(4-(3-(2,4-dioxotetrahydropyrimidin-1(2H)-yl)benzyl)piperazin-1-yl)piperidin-1-yl)pyridin-2-yl)amino)-N,N-dimethyl-7H-pyrrolo[2,3-d]pyrimidine-6-carboxamide